C(CCCCCCC)[Sn](CCCCCCCC)(CCCCCCCC)Cl trioctyltin chloride